ClC1=NC(=CC=C1C(=O)NS(=O)(=O)C=1C(=NN(C1)C)C)N1N=C(C=C1)OCC1C2CCC1CC2 2-chloro-N-(1,3-dimethylpyrazol-4-yl)sulfonyl-6-[3-(norbornan-7-ylmethoxy)pyrazol-1-yl]pyridine-3-carboxamide